C(C)(C)S(=O)(=O)C(C)C.[Ti] titanium isopropyl sulfone